(R)-amino alcohol NO